FC1=CC=C(C=C1)[C@@H](C)NC(=O)C=1C(N(C2=NC=C(C=C2C1)C(C)C)CC1=NC=C(C=C1)F)=O (R)-N-(1-(4-fluorophenyl)ethyl)-1-((5-fluoropyridin-2-yl)methyl)-6-isopropyl-2-oxo-1,2-dihydro-1,8-naphthyridine-3-carboxamide